(R)-4-amino-7-fluoro-N-methyl-N-(7-(trifluoromethyl)chroman-4-yl)imidazo[1,5-a]quinoxaline-8-carboxamide NC=1C=2N(C3=CC(=C(C=C3N1)F)C(=O)N([C@@H]1CCOC3=CC(=CC=C13)C(F)(F)F)C)C=NC2